S1(CC(CC1)O)(=O)=O tetrahydrothiophene-3-ol-1,1-dioxide